C(C)(C)N1C[C@@H]2[C@H](C1)CC(C2)N2CCCCC2 1-((3aR,5s,6aS)-2-isopropyloctahydrocyclopenta[c]pyrrol-5-yl)piperidin